2-(5-(5-(4-(benzylthio)-2,3-dichlorophenyl)-4-(hydroxymethyl)thiazol-2-yl)-1,3,4-oxadiazol-2-yl)propan-2-ol C(C1=CC=CC=C1)SC1=C(C(=C(C=C1)C1=C(N=C(S1)C1=NN=C(O1)C(C)(C)O)CO)Cl)Cl